C1(CCCCC1)OC1C(C2=C(C=CC=C2C1)SC(F)(F)F)=O (cyclohexyloxy)-7-(trifluoromethylthio)-2,3-dihydro-1H-inden-1-one